COCCOCC(=O)O 2-(2-methoxy-ethoxy)acetic acid